2-(4-chloro-1-isopropyl-1H-pyrazol-5-yl)-6,7-dihydropyrazolo[1,5-a]pyridin-4(5H)-one ClC=1C=NN(C1C1=NN2C(C(CCC2)=O)=C1)C(C)C